(R)-6-(7-(2,2-difluoroethoxy)imidazo[1,2-a]pyridin-3-yl)-N-(piperidin-3-yl)pyrazin-2-amine FC(COC1=CC=2N(C=C1)C(=CN2)C2=CN=CC(=N2)N[C@H]2CNCCC2)F